COC=1C=C(C(=CC1)C1=CC=CC=C1)C1=CC=CC=C1 4'-methoxyterphenyl